5-chloro-2-{[(oxepan-4-yl)amino]methyl}-7,8-dihydro-6H-spiro[[1,3]oxazolo[5,4-f]quinazoline-9,1'-cyclohexan]-7-one ClC=1C=C2C(=C3C1NC(NC31CCCCC1)=O)OC(=N2)CNC2CCOCCC2